S(=O)(=O)(C1=CC=C(C)C=C1)N1C(C1)CC(F)(F)F 1-tosyl-2-(2,2,2-trifluoroethyl)aziridine